C(=O)C1=CC=C(C=C1)C1=CC=C(C=C1)C1=CC(=CC(=C1)C1=CC=C(C=C1)C1=CC=C(C=C1)C=O)C1=CC=C(C=C1)C1=CC=C(C=C1)C=O 1,3,5-tris(4'-formyl-[1,1'-biphenyl]-4-yl)-benzene